Diaminohexan dihydrochlorid Cl.Cl.NC(CCCCC)N